NC1=CC=CC(=N1)S(=O)(=O)NC(=O)C=1C(=NC(=CC1)C1CCC(CC1)(C)C)OC1=C(C=C(C=C1C)C)C N-[(6-Amino-2-pyridyl)sulfonyl]-6-(4,4-dimethylcyclohexyl)-2-(2,4,6-trimethylphenoxy)pyridin-3-carboxamid